[1-[(1R)-1-[(1R,2R)-2-[(2-ethyl-2-methyl-chroman-4-yl)carbamoyl]cyclopropyl]-3-methoxypropyl]-4,4-dimethyl-6-oxo-hexahydropyrimidin-2-ylidene]ammonium C(C)C1(OC2=CC=CC=C2C(C1)NC(=O)[C@H]1[C@@H](C1)[C@@H](CCOC)N1C(NC(CC1=O)(C)C)=[NH2+])C